4-(2-(2-Chlorophenyl)imidazo[4,5-d]pyrrolo[2,3-b]pyridin-1(6H)-yl)-1H-pyrazole ClC1=C(C=CC=C1)C1=NC=2C(=C3C(=NC2)NC=C3)N1C=1C=NNC1